N[C@H](C#CC=1C=NC=CC1C1=C(C=2C(NCCC2N1)=O)NC1=C(C(=CC=C1)F)OC)C 2-{3-[(3S)-3-aminobut-1-yn-1-yl]pyridin-4-yl}-3-[(3-fluoro-2-methoxyphenyl)amino]-1H,5H,6H,7H-pyrrolo[3,2-c]pyridin-4-one